FC1=C(C=CC(=C1)[C@H]1NCCC1)C=1NC2=C(N1)C=CC=C2C(=O)N 2-(2-fluoro-4-((S)-pyrrolidin-2-yl)phenyl)-3H-benzo[d]imidazole-4-carboxamide